BrC1=C(C=CC(=C1)[N+](=O)[O-])N1CCN(CC1)C(=O)[O-] 4-(2-bromo-4-Nitrophenyl)piperazine-1-carboxylate